C[Si](C1=CC=C(C2=CC=CC=C12)C=C)(OC)OC methyldimethoxy(4-vinylnaphthyl)silane